C(C)C(CO)C(CCO)CCC 2-ethyl-3-propyl-1,5-pentanediol